N1(CCNCC1)CC1CCN(CC1)C1CCC(CC1)N1C[C@H]2N(C=3C(=NN=C(C3)C3=C(C=CC=C3)O)NC2)CC1 2-((S)-8-((1s,4R)-4-(4-(piperazin-1-ylmethyl)piperidin-1-yl)cyclohexyl)-6,6a,7,8,9,10-hexahydro-5H-pyrazino[1',2':4,5]pyrazino[2,3-c]pyridazin-2-yl)phenol